R-(-)-1-(3-(4-((3-fluorophenyl)amino)-6-(pyridin-3-yl)pyrimidin-2-yl)piperidin-1-yl)propan-1-one FC=1C=C(C=CC1)NC1=NC(=NC(=C1)C=1C=NC=CC1)[C@H]1CN(CCC1)C(CC)=O